2-[[1-(1,2-dimethylimidazol-4-yl)sulfonylazetidin-3-yl]methyl]-6-(3,5-dimethylpyrazol-1-yl)pyridazin-3-one CN1C(=NC(=C1)S(=O)(=O)N1CC(C1)CN1N=C(C=CC1=O)N1N=C(C=C1C)C)C